C(C)(C)(C)OC(=O)N1C[C@@H](CCCC1)OC=1C=C2COC(C2=CC1)=O (R)-3-((1-oxo-1,3-dihydroisobenzofuran-5-yl)oxy)azepane-1-carboxylic acid tert-butyl ester